Cl.[Cl-].[NH2+]1CCCCC1 piperidin-1-ium chloride hydrochloride